C(#N)C[C@@H](C1=CC(=CC=C1)OC(F)(F)F)NC(OC(C)(C)C)=O tert-butyl (S)-(2-cyano-1-(3-(trifluoromethoxy)phenyl)ethyl)carbamate